C(C1=CC=CC=C1)OC(=O)N1C[C@@H](CC[C@@H]1C)NC=1C2=C(N=CN1)N(C=C2C(=O)OCC(C)C)COCC[Si](C)(C)C isobutyl 4-(((3r,6s)-1-((benzyloxy) carbonyl)-6-methylpiperidin-3-yl) amino)-7-((2-(trimethylsilyl) ethoxy) methyl)-7H-pyrrolo[2,3-d]pyrimidine-5-carboxylate